N1=NC=C2C1=CN=C2CCC(=O)N Pyrrolo[3,4-c]pyrazole-4-propanamide